FC=1C=C(C(=NC1)O[C@H](CNC(OC(C)(C)C)=O)C)[C@@H]1N(C[C@H](C1)F)C1=NC=2N(C=C1)N=CC2[N+](=O)[O-] tert-butyl ((S)-2-((5-fluoro-3-((2R,4S)-4-fluoro-1-(3-nitropyrazolo[1,5-a]pyrimidin-5-yl)pyrrolidin-2-yl)pyridin-2-yl)oxy)propyl)carbamate